ClC1=NC=C(C(=N1)OC1=NC=2C=CC3=C(C2N=C1)C1=C(S3)C(NCC(N1)C)=O)COCC 3-((2-chloro-5-(ethoxymethyl)pyrimidin-4-yl)oxy)-11-methyl-9,10,11,12-tetrahydro-8H-[1,4]diazepino[5',6':4,5]thieno[3,2-f]quinoxalin-8-one